BrC1=CC2=C(SC(=C2)C[C@H](C(=O)O)[C@@H]2CN(CC2)C(=O)OC(C)(C)C)C=C1 (S)-3-(5-bromobenzo[b]thiophen-2-yl)-2-((R)-1-(tert-butoxycarbonyl)pyrrolidin-3-yl)propanoic acid